BrC=1C(=[N+](C=C(C1C)Br)[O-])C 3,5-dibromo-2,4-dimethylpyridine 1-oxide